1-benzyl 4-(tert-butyl) (2R,5S)-5-methyl-2-((2-methylpyridin-4-yl)-methyl)piperazine-1,4-dicarboxylate C[C@@H]1N(C[C@H](N(C1)C(=O)OCC1=CC=CC=C1)CC1=CC(=NC=C1)C)C(=O)OC(C)(C)C